C(C)(C)(C)OC(=O)N1CCC(CC1)CC(=O)N1CCC(CC1)CC(=O)N1CCC(CC1)OS(=O)(=O)C 1-(1-t-butoxycarbonyl-4-piperidylacetyl)-4-(2-(4-methanesulfonyloxy-piperidin-1-yl)-2-oxoethyl)piperidine